FC1=CC=C(C=C1)[C@H]1[C@@H](CN(C1)CC(F)F)NC(=O)NC1=C2C(=NN1C1=CC=CC=C1)CCC2 1-((trans)-4-(4-fluorophenyl)-1-(2,2-difluoroethyl)pyrrolidin-3-yl)-3-(2-phenyl-2,4,5,6-tetrahydrocyclopenta[c]pyrazol-3-yl)urea